4-{4-[4-(1-tert-butoxycarbonyl-1,2,3,6-tetrahydro-pyridin-4-yl)-3-fluoro-phenylcarbamoyl]-2-fluoro-phenyl}-piperazine-1-carboxylic acid tert-butyl ester C(C)(C)(C)OC(=O)N1CCN(CC1)C1=C(C=C(C=C1)C(NC1=CC(=C(C=C1)C=1CCN(CC1)C(=O)OC(C)(C)C)F)=O)F